C(CCCCCCCCCCCCCCC)(=O)O.C(CCCCCCCCCCCCCCC)(=O)O.C([C@H](O)[C@H](O)CO)O erythritol dipalmitate